chloro-scandium Cl[Sc]